BrC1=CC=C(C=2COC(OCC21)C=2N=C(SC2)C2CCN(CC2)C(CN2N=C(C=C2C(F)F)C(F)F)=O)OS(=O)(=O)C 4-[4-(6-bromo-9-methylsulfonyloxy-1,5-dihydro-3H-2,4-benzodioxepin-3-yl)-2-thiazolyl]-1-[2-[3,5-bis(difluoromethyl)-1H-pyrazol-1-yl]acetyl]piperidine